1-(tert-butyl) 3-methyl 3-(hydroxymethyl)azetidine-1,3-dicarboxylate OCC1(CN(C1)C(=O)OC(C)(C)C)C(=O)OC